C1(=CC=CC=C1)CCC 1-phenyl-n-propane